CC=1C(NC(N(C1)[C@@H]1O[C@@H](CNC1)COC(C1=C(C=CC=C1)C(NCCCCCCCCCCCCCCCCCC)=O)=O)=O)=O (Octadecylcarbamoyl)benzoic acid [(2S,6R)-6-(5-methyl-2,4-dioxo-3,4-dihydro-pyrimidin-1(2H)-yl) morpholin-2-yl]Methyl ester